C(C)(C)(C)C=1C=C(C=C(C1)C(C)(C)C)I 3,5-Di-tert-butyl-iodobenzene